3-(2,6-diisopropylphenyl)-1-methyl-1-(1-phenylethyl)urea C(C)(C)C1=C(C(=CC=C1)C(C)C)NC(N(C(C)C1=CC=CC=C1)C)=O